2-(2,6-Dioxo-piperidin-3-yl)-4-[6-(4-{4-[5-(4-methanesulfonyl-phenyl)-[1,2,4]triazolo[1,5-a]pyridin-2-ylamino]-phenyl}-piperazin-1-yl)-6-oxo-hexylamino]-isoindole-1,3-dione O=C1NC(CCC1N1C(C2=CC=CC(=C2C1=O)NCCCCCC(=O)N1CCN(CC1)C1=CC=C(C=C1)NC1=NN2C(C=CC=C2C2=CC=C(C=C2)S(=O)(=O)C)=N1)=O)=O